F[C@@H]1C[C@@]2(CCC(N2C1)([2H])[2H])C(O)([2H])[2H] ((2R,7aS)-2-Fluorotetrahydro-1H-pyrrolizin-7a(5H)-yl-5,5-d2)methan-d2-ol